Ethyl 2-chloro-4-(2-methoxy-3-(6-methoxypyridin-3-yl)phenylamino)pyrimidine-5-carboxylate ClC1=NC=C(C(=N1)NC1=C(C(=CC=C1)C=1C=NC(=CC1)OC)OC)C(=O)OCC